N1(CCC1)CCNC1=C(CNC2=CC(=C(C=C2F)S(=O)(=O)NC2=NC=NS2)F)C=CC(=C1)Cl 4-((2-((2-(azetidin-1-yl)ethyl)amino)-4-chlorobenzyl)amino)-2,5-difluoro-N-(1,2,4-thiadiazol-5-yl)benzenesulfonamide